COC1=C(C(=CC=C1)OC)N1C(=NN=C1C=1C=NC=C(C1)C)NS(=O)(=O)[C@@H](C)[C@H](C)C1=NC=C(N=C1)C (2s,3r)-N-(4-(2,6-dimethoxyphenyl)-5-(5-methyl-3-pyridinyl)-4H-1,2,4-triazol-3-yl)-3-(5-methyl-2-pyrazinyl)-2-butanesulfonamide